C1(CC1)OC1=CC(=NC(=C1)N1C=NC=C1)C(=O)NC1=CC(=NC=C1)C(F)(F)F 4-cyclopropoxy-6-(1H-imidazol-1-yl)-N-(2-(trifluoromethyl)pyridin-4-yl)picolinamide